C1(CC1)[C@H](C)N1C(C2=C(C=C(C=C2C1)C(=O)O)C(F)(F)F)=O (S)-2-(1-cyclopropylethyl)-1-oxo-7-(trifluoromethyl)isoindoline-5-carboxylic acid